FC1(CCC(N(C1)[C@H](COC)C1=CN=C(S1)NC([C@H](C1CCC(CC1)C)NC(=O)C1=CC=NN1C(C([2H])([2H])[2H])([2H])[2H])=C=O)=C=O)F N-((S)-2-((5-((R)-1-(5,5-difluoro-2-carbonylpiperidin-1-yl)-2-methoxyethyl)thiazol-2-yl)amino)-1-((1r,4S)-4-methylcyclohexyl)-2-carbonylethyl)-1-(ethyl-d5)-1H-pyrazole-5-carboxamide